(rac)-2-(6-{[3-(2,3-dichloro-6-fluorophenyl)-1-(prop-2-enoyl)pyrrolidin-3-yl]amino}-4-fluoro-3-methylindazol-2-yl)acetamide ClC1=C(C(=CC=C1Cl)F)[C@]1(CN(CC1)C(C=C)=O)NC=1C=C(C2=C(N(N=C2C1)CC(=O)N)C)F |r|